N-((7-chloro-1H-benzo[d]imidazol-2-yl)methyl)-2-(4-methylpiperazin-1-yl)-8-(thiophen-3-yl)pyrazolo[1,5-a][1,3,5]triazin-4-amine ClC1=CC=CC2=C1NC(=N2)CNC2=NC(=NC=1N2N=CC1C1=CSC=C1)N1CCN(CC1)C